C(C)(C)(C)C1=C(N=C(S1)NC(C(=CNC1=NC=CC2=CC=C(C=C12)C1=NOC(=N1)C)O)=O)C (S)-N-(5-(tert-butyl)-4-methylthiazol-2-yl)-2-hydroxy-3-((7-(5-methyl-1,2,4-oxadiazol-3-yl)isoquinolin-1-yl)amino)acrylamide